2-amino-5-methyl-6,7-dihydropyrazolo[1,5-a]pyrazin-4(5H)-one NC1=NN2C(C(N(CC2)C)=O)=C1